lithium salicylate-proline salt N1[C@@H](CCC1)C(=O)O.C(C=1C(O)=CC=CC1)(=O)[O-].[Li+]